4-(3-Chloroanilino)-2'-[(2R)-2-methyl-3-{[(5R)-5-methyl-5,6,7,8-tetrahydroquinolin-4-yl]oxy}propyl]-2',3'-dihydrospiro[cyclohexane-1,1'-isoindole]-4-carboxamide ClC=1C=C(NC2(CCC3(N(CC4=CC=CC=C34)C[C@H](COC3=CC=NC=4CCC[C@H](C34)C)C)CC2)C(=O)N)C=CC1